CN1C(SC(C1=O)=CC=1OC(=CC1)C1=C(C=CC=C1)[N+](=O)[O-])=S 3-methyl-5-{[5-(2-nitrophenyl)-2-furyl]methylene}-2-thioxo-1,3-thiazolidin-4-one